C(SCCSCO)O 2,5-dithia-1,6-hexanediol